O=C1N(CCC(N1)=O)C=1C=C(C(=O)N2CCC(CC2)CC(=O)O)C=CC1OC 2-(1-(3-(2,4-dioxotetrahydropyrimidin-1(2H)-yl)-4-methoxybenzoyl)piperidin-4-yl)acetic acid